ClC1=C(C(=CC(=C1)C#N)Cl)NC=1N(C2=NC(=NC=C2N1)N[C@@H](C(F)(F)F)CO)C1CCC(CC1)C(=O)N (1S,4s)-4-(8-(2,6-dichloro-4-cyanophenylamino)-2-((R)-1,1,1-trifluoro-3-hydroxypropan-2-ylamino)-9H-purin-9-yl)cyclohexanecarboxamide